2-(4-(2,4-dioxotetrahydropyrimidin-1(2H)-yl)-2,5-difluorophenoxy)acetic acid O=C1N(CCC(N1)=O)C1=CC(=C(OCC(=O)O)C=C1F)F